(3R)-3-(4-{4-[(6-{4-CYCLOPROPYL-1-[6-(2-HYDROXYPHENYL)PYRIDAZIN-4-YL]PIPERIDINE-4-CARBONYL}-2,6-DIAZASPIRO[3.3]HEPTAN-2-YL)METHYL]PIPERIDIN-1-YL}PHENYL)PIPERIDINE-2,6-DIONE C1(CC1)C1(CCN(CC1)C1=CN=NC(=C1)C1=C(C=CC=C1)O)C(=O)N1CC2(CN(C2)CC2CCN(CC2)C2=CC=C(C=C2)[C@@H]2C(NC(CC2)=O)=O)C1